FC=1C=CC=C2C(N(C(N(C12)CC1=CC=C(C(=O)NO)C=C1)=O)CCC1=CC=CC=C1)=O 4-((8-fluoro-2,4-dioxo-3-phenethyl-3,4-dihydroquinazolin-1(2H)-yl)methyl)-N-hydroxybenzamide